3,5-Dimethyl-4-hexylphenol CC=1C=C(C=C(C1CCCCCC)C)O